CN1S(C2=C(C3=C1C=CS3)N=C(N=C2)NC2=CC=C(C=C2)N2CCN(CC2)C)(=O)=O 6-methyl-N-[4-(4-methylpiperazin-1-yl)phenyl]-6H-pyrimido[4,5-e]thieno[3,2-c][1,2]thiazin-2-amine 5,5-dioxide